NC(CO)(CO)CCC1=C(C=C(C=C1)SC1=CC(=CC=C1)OCC1=CC=CC=C1)Cl 2-amino-2-[2-(2-chloro-4-{[3-(phenylmethoxy)phenyl]sulfanyl}phenyl)ethyl]propane-1,3-diol